N-(pyridin-4-ylacetyl)-D-alanyl-D-alanyl-L-aspartamide N1=CC=C(C=C1)CC(=O)N[C@H](C)C(=O)N[C@H](C)C(=O)N[C@@H](CC(=O)N)C(=O)N